1,2-dimethyl-3-propylimidazole CN1C(N(C=C1)CCC)C